4-(1-hydroxy-prop-2-yl)-3-nitrobenzoic acid tert-butyl ester C(C)(C)(C)OC(C1=CC(=C(C=C1)C(CO)C)[N+](=O)[O-])=O